BrC1=CC=2C(N=C1OC)=NN(C2)C2CCC(CC2)C(=O)O (1r,4r)-4-(5-Bromo-6-methoxy-2H-pyrazolo[3,4-b]pyridin-2-yl)cyclohexanecarboxylic acid